1-(4-((5-(imidazo[1,2-a]pyrimidin-6-yl)-4-methoxypyrrolo[2,1-f][1,2,4]triazin-2-yl)amino)piperidin-1-yl)ethan-1-one N=1C=CN2C1N=CC(=C2)C=2C=CN1N=C(N=C(C12)OC)NC1CCN(CC1)C(C)=O